5,6-dichloronicotinic acid ClC=1C(=NC=C(C(=O)O)C1)Cl